2-(thiophene-2-yl)imidazo[1,2-a]pyridine S1C(=CC=C1)C=1N=C2N(C=CC=C2)C1